C(CC=C)ONC(C1=CC=CC=C1)=O N-(3-butenyloxy)benzamide